p-chloro-meta-xylene ClC1=C(C=C(C=C1)C)C